CC1(CCC1)NCC1=CC(=C2CNC(C2=C1)=O)C(F)(F)F 6-(((1-methylcyclobutyl)amino)methyl)-4-(trifluoromethyl)isoindolin-1-one